3,4-bis({[(2E)-3-(3,4-dihydroxyphenyl)prop-2-enoyl]oxy})-1,5-dihydroxycyclohexane-1-carboxylic acid OC=1C=C(C=CC1O)/C=C/C(=O)OC1CC(CC(C1OC(\C=C\C1=CC(=C(C=C1)O)O)=O)O)(C(=O)O)O